methyl 4-(2-{5-chloro-2-oxo-1,2-dihydrospiro[indole-3,4'-piperidin]-1'-yl}ethoxy)-2-fluorobenzoate ClC=1C=C2C(=CC1)NC(C21CCN(CC1)CCOC1=CC(=C(C(=O)OC)C=C1)F)=O